4-((3R,5R)-5-((5-bromo-1-methyl-6-oxo-1,6-dihydropyridazin-4-yl)amino)-1-methylpiperidin-3-yl)-N-(1-(2-(2,6-dioxopiperidin-3-yl)-1,3-dioxoisoindolin-4-yl)piperidin-4-yl)benzamide BrC1=C(C=NN(C1=O)C)N[C@@H]1C[C@@H](CN(C1)C)C1=CC=C(C(=O)NC2CCN(CC2)C2=C3C(N(C(C3=CC=C2)=O)C2C(NC(CC2)=O)=O)=O)C=C1